ClC1=C(C=C(C=C1)[C@@]12[C@@H]([C@H]([C@@H]([C@@](CO1)(O2)CO)O)O)O)CC2=CC(=C(C=C2)OCC)F (1R,2S,3S,4R,5R)-5-[4-chloro-3-[(4-ethoxy-3-fluorophenyl)meth-yl]phenyl]-1-(hydroxy-methyl)-6,8-dioxabicyclo[3.2.1]octane-2,3,4-triol